2-(2-(3-Isopropylphenyl)-6-azaspiro[3.4]octane-6-carbonyl)-7-oxa-5-azaspiro[3.4]octan-6-one C(C)(C)C=1C=C(C=CC1)C1CC2(C1)CN(CC2)C(=O)C2CC1(C2)NC(OC1)=O